O[C@H]1[C@@H](CC1)NC(=O)C=1C=NN2C1N=C(C=C2NC)NC=2C(=NC=CC2)OC N-((1R,2R)-2-hydroxycyclobutyl)-5-((2-methoxypyridin-3-yl)amino)-7-(methylamino)pyrazolo[1,5-a]pyrimidine-3-carboxamide